BrC1=CC=2C(C3=CC=CC=C3C2C=C1)(C1=CC=CC=C1)C1=CC=CC=C1 2-bromo-9,9-diphenyl-fluorene